N-[(2-aminoquinolin-7-yl)methyl]-N-(1,3-benzothiazol-7-yl)-2-methylpyrimidine-5-carboxamide NC1=NC2=CC(=CC=C2C=C1)CN(C(=O)C=1C=NC(=NC1)C)C1=CC=CC=2N=CSC21